O=C1CCCC=2C=CC=C(C12)C(=O)N 8-oxo-5,6,7,8-tetrahydronaphthalene-1-carboxamide